CNCC1NCCCC1 N-methyl-2-piperidylmethylamine